C(C)(C)(C)OC[C@H](C(=O)NC(C)(C)C)N(C=1C2=C(N=C(N1)C1=NC=CC=C1)CCC2)C (2R)-3-(tert-butoxy)-N-tert-butyl-2-{methyl[2-(pyridin-2-yl)-5H,6H,7H-cyclopenta[d]pyrimidin-4-yl]amino}propanamide